C(C)(=O)N1CCC2(CC1)COC1=C2C=C(C(=C1)C(=O)OC)CBr methyl 1'-acetyl-5-(bromomethyl)-2H-spiro[1-benzofuran-3,4'-piperidine]-6-carboxylate